FC1=C(C(=C(C=C1OC)OC)F)N1C(N(C2=C(C1)C=NC(=C2)C=2C=CC(=NC2)C2(CCC2)C#N)CCOC)=O 1-(5-(3-(2,6-difluoro-3,5-dimethoxyphenyl)-1-(2-methoxyethyl)-2-oxo-1,2,3,4-tetrahydropyrido[4,3-d]pyrimidin-7-yl)pyridin-2-yl)cyclobutanecarbonitrile